methyl (1r,4r)-2'-{2-({[tert-butyl(dimethyl)silyl]oxy}methyl)-3-[(methanesulfonyl)oxy]propyl}-4-(3-chloroanilino)spiro[cyclohexane-1,1'-indene]-4-carboxylate [Si](C)(C)(C(C)(C)C)OCC(CC=1C2(C3=CC=CC=C3C1)CCC(CC2)(C(=O)OC)NC2=CC(=CC=C2)Cl)COS(=O)(=O)C